N-(2-((2-(dimethylamino)ethyl)(methyl)amino)-5-((5-fluoro-4-(7-methyl-1H-indol-3-yl)pyrimidin-2-yl)amino)phenyl)acetamide CN(CCN(C1=C(C=C(C=C1)NC1=NC=C(C(=N1)C1=CNC2=C(C=CC=C12)C)F)NC(C)=O)C)C